C(C1=CC=CC=C1)OC(=O)N1[C@@H](CCC1)C(=O)O N-Benzyloxycarbonylproline